NC1=C(C2=C(S1)C(CCC2)C2=NC(=NO2)CC2=CC=C(C=C2)C=2C(=NC=CC2)F)C#N 2-amino-7-(3-(4-(2-fluoropyridin-3-yl)benzyl)-1,2,4-oxadiazol-5-yl)-4,5,6,7-tetrahydrobenzo[b]thiophene-3-carbonitrile